C(CCCC#C)N1CC(NC(C1)=O)=O 4-hex-5-ynyl-piperazine-2,6-dione